4-{[(3R)-1,2-dihydrospiro[indole-3,2'-oxolan]-1-yl]sulfonyl}-N,N-dimethylbenzene-1-sulfonamide O1[C@@]2(CCC1)CN(C1=CC=CC=C12)S(=O)(=O)C1=CC=C(C=C1)S(=O)(=O)N(C)C